ClC1=CC=C2C(=CC=NC2=C1)C(CCCN)(C)N 4-(7-chloroquinolin-4-yl)pentane-1,4-diamine